[2H]C1=CC(=CC(=N1)C(=O)N)NC(=O)[C@@H]1O[C@]([C@@H]([C@H]1C1=C(C(=C(C=C1)F)F)OC)C)(C(F)(F)F)C 6-Deuterio-4-[[(2R,3S,4R,5R)-3-(3,4-difluoro-2-methoxyphenyl)-4,5-dimethyl-5-(trifluoromethyl)tetrahydrofuran-2-carbonyl]amino]pyridin-2-carboxamid